tert-butyl 4-(chlorosulfonyl)-1H-indazole-1-carboxylate ClS(=O)(=O)C1=C2C=NN(C2=CC=C1)C(=O)OC(C)(C)C